behenyl-diethylmethylammonium chloride [Cl-].C(CCCCCCCCCCCCCCCCCCCCC)[N+](C)(CC)CC